OC[C@@H]1CN(CC[C@H]1C1=CC=C(C=C1)OC)C(=O)OC(C)(C)C |r| (+/-)-trans-tert-butyl 3-(hydroxymethyl)-4-(4-methoxyphenyl)piperidine-1-carboxylate